1-[5-tert-butyl-2-p-tolyl-2H-pyrazol-3-yl]-3-[4-(2-(4-methylaminobenzoimidazol-1-yl)ethoxy)naphthalen-1-yl]-urea C(C)(C)(C)C=1C=C(N(N1)C1=CC=C(C=C1)C)NC(=O)NC1=CC=C(C2=CC=CC=C12)OCCN1C=NC2=C1C=CC=C2NC